8-(2-amino-6-((R)-1-(5-chloro-4'-nitro-[1,1'-biphenyl]-2-yl)-2,2,2-trifluoroethoxy)pyrimidin-4-yl)-2,8-diazaspiro[4.5]decane-3-carboxylic acid NC1=NC(=CC(=N1)N1CCC2(CC(NC2)C(=O)O)CC1)O[C@@H](C(F)(F)F)C1=C(C=C(C=C1)Cl)C1=CC=C(C=C1)[N+](=O)[O-]